(R)-N-(3-chloro-2-fluorophenyl)-7-((3-methyl-1-(oxetan-3-yl)pyrrolidin-3-yl)ethynyl)-6-nitroquinazolin-4-amine ClC=1C(=C(C=CC1)NC1=NC=NC2=CC(=C(C=C12)[N+](=O)[O-])C#C[C@@]1(CN(CC1)C1COC1)C)F